exo-exo-bis(2,3-epoxycyclopentyl) ether C1(C2C(CC1)O2)OC2C1C(CC2)O1